FC=1C=C(CC=2C=NN(C2)C(=O)N[C@@H]2C(N(C3=C(OC2)C=CC(=C3)OCC(C)(C)O)C)=O)C=CC1 (S)-4-(3-fluorobenzyl)-N-(7-(2-hydroxy-2-methylpropoxy)-5-methyl-4-oxo-2,3,4,5-tetrahydrobenzo[b][1,4]oxazepin-3-yl)-1H-pyrazole-1-carboxamide